COCCN(C1=NC=C(C(=C1)N)N)C N2-(2-Methoxyethyl)-N2-methylpyridine-2,4,5-triamine